S1NC(C2=C1C=CC=C2)=O 3-Benzisothiazolinon